6-(5-((Z)-((1r,2r,5r)-6,6-difluoro-2-methoxy-1,5-dimethyl-8-azabicyclo[3.2.1]oct-3-ylidene)methyl)pyrazin-2-yl)isoquinolin-7-ol FC1([C@]2(C/C(/[C@H]([C@@](C1)(N2)C)OC)=C/C=2N=CC(=NC2)C=2C=C1C=CN=CC1=CC2O)C)F